C1NCCC2=CC=CC=C12 (S)-1,2,3,4-Tetrahydroisochinolin